D-4-bromo-1,5-dimethyl-1H-pyrrole-2-carbonitrile BrC=1C=C(N(C1C)C)C#N